Cl.Cl.N1=C(N=CC=C1)N1CCN(CC1)CCCCCCCCCCCCN1CCN(CC1)C1=NC=CC=N1 2-[4-[12-(4-pyrimidine-2-yl-piperazin-1-yl)dodecyl]piperazin-1-yl]pyrimidine dihydrochloride